ClC1=C(C(=O)NC2=NC(=CC=C2)C(=O)C2CCN(CC2)C)C(=CC=C1)Cl 2,6-Dichloro-N-[6-(1-methyl-piperidine-4-carbonyl)-pyridin-2-yl]-benzamide